Heptadecan-9-yl 8-(N-(7,7-difluoro-8-(heptadecan-9-yloxy)-8-oxooctyl)-4-(dimethylamino)butanamido)octadecanoate FC(CCCCCCN(C(CCCN(C)C)=O)C(CCCCCCC(=O)OC(CCCCCCCC)CCCCCCCC)CCCCCCCCCC)(C(=O)OC(CCCCCCCC)CCCCCCCC)F